butyl (2R,6S)-4-[8-({8-fluoro-2-methylimidazo[1,2-a]pyridin-6-yl}carbamoyl)-2-(2-methoxyethoxy)quinolin-5-yl]-2,6-dimethylpiperazine-1-carboxylate FC=1C=2N(C=C(C1)NC(=O)C=1C=CC(=C3C=CC(=NC13)OCCOC)N1C[C@H](N([C@H](C1)C)C(=O)OCCCC)C)C=C(N2)C